1-methyl-4-isopropenylcyclohexene CC1=CCC(CC1)C(=C)C